5-benzyl-5-hydroxy-4-(1H-indol-2-yl)-N-methoxy-2-carbonyl-2,5-dihydrofuran-3-carboxamide C(C1=CC=CC=C1)C1(C(=C(C(O1)=C=O)C(=O)NOC)C=1NC2=CC=CC=C2C1)O